2-chloro-7-(tetrahydro-2H-pyran-4-yl)-5,7-dihydro-6H-pyrrolo[2,3-d]pyrimidin-6-one ClC=1N=CC2=C(N1)N(C(C2)=O)C2CCOCC2